tert-butyl [(1r,3r)-3-aminocyclobutyl]carbamate NC1CC(C1)NC(OC(C)(C)C)=O